C(C)(C)(C)N1N=C(N=N1)C(=O)NCC1=C(C=C(C=C1)C1=C(C=NC=C1)N1C(CC[C@@H](C1)N(C(C=C)=O)C)=O)C (S)-2-(tert-butyl)-N-(2-methyl-4-(3-(5-(N-methylacrylamido)-2-oxopiperidin-1-yl)pyridin-4-yl)benzyl)-2H-tetrazole-5-carboxamide